BrC=1C(=NC=CC1)SSC1=NC=CC=C1 3-bromo-2-(2-pyridyldithio)-pyridine